(R)-[[2-(6-Amino-9H-purin-9-yl)-1-methylethoxy]methyl]phosphonic acid bis-(isopropoxy carbonyloxymethyl)ester C(C)(C)OC(=O)OCOP(OCOC(=O)OC(C)C)(=O)CO[C@@H](CN1C2=NC=NC(=C2N=C1)N)C